2-chloro-6-isopropyl-nicotinonitrile ClC1=C(C#N)C=CC(=N1)C(C)C